2-(5-amino-2-(furan-2-yl)-7H-pyrazolo[4,3-e][1,2,4]triazolo[1,5-c]pyrimidin-7-yl)-N-((1R,2S)-2-hydroxycyclopentyl)-2-phenylacetamide NC1=NC2=C(C=3N1N=C(N3)C=3OC=CC3)C=NN2C(C(=O)N[C@H]2[C@H](CCC2)O)C2=CC=CC=C2